OC1=C(C=C(C=C1)OC)C(CC(=O)C1=CC=C(C=C1)OC)=O 1-(2-hydroxy-5-methoxyphenyl)-3-(4-methoxyphenyl)propane-1,3-dione